FC(C1=CC=CC(=N1)NC(=O)C=1C(=CC=2N(C1)C=C(N2)C2CCC(CC2)CN2CCC(CC2)C2=CC=C(C=C2)N2C(NC(CC2)=O)=O)OC(C)C)F N-[6-(difluoromethyl)-2-pyridinyl]-2-[4-[[4-[4-(2,4-dioxohexahydropyrimidin-1-yl)phenyl]-1-piperidinyl]methyl]cyclohexyl]-7-isopropoxy-imidazo[1,2-a]pyridine-6-carboxamide